N-((2-(2-(tert-butylamino)-2-oxoethyl)-2-azaspiro[3.3]heptan-6-yl)methyl)-3-chlorobenzamide C(C)(C)(C)NC(CN1CC2(C1)CC(C2)CNC(C2=CC(=CC=C2)Cl)=O)=O